C1(CC1)C1C=2C3=C(N(N=C3CCN1S(=O)(=O)C)C1=NNC=C1)N=C(C2)N2[C@@H](COCC2)C (3R)-4-(6-cyclopropyl-7-(methylsulfonyl)-2-(1H-pyrazol-3-yl)-6,7,8,9-tetrahydro-2H-1,2,3,7-tetraazabenzo[cd]azulene-4-yl)-3-methylmorpholine